(R)-N-(1-(6-((cyclopropylmethyl)amino)pyridin-2-yl)cyclopropyl)-3-(2,4-difluorophenyl)-3-hydroxybutanamide C1(CC1)CNC1=CC=CC(=N1)C1(CC1)NC(C[C@@](C)(O)C1=C(C=C(C=C1)F)F)=O